COC1=C(C=CC(=C1)N1CCOCC1)NC1=NC=NC(=C1)N1OCC[C@@H]1C1=CC=CC=C1 (R)-N-(2-methoxy-4-morpholinophenyl)-6-(3-phenylisoxazolidin-2-yl)pyrimidin-4-amine